(R)-1-(3-(3-ethyl-4-acetyl-piperazine-1-carbonyl)-4-fluorobenzyl)quinazoline-2,4(1H,3H)-dione C(C)[C@@H]1CN(CCN1C(C)=O)C(=O)C=1C=C(CN2C(NC(C3=CC=CC=C23)=O)=O)C=CC1F